ClC1=CC=C(C=C1)C1=NN(C(C1C1=CC=CC=C1)C)\C(\[N+]1=CC=C(C=C1)N(C)C)=N/S(=O)(=O)N1CCC(CC1)(F)F 1-((Z)-(3-(4-chlorophenyl)-5-methyl-4-phenyl-4,5-dihydro-1H-pyrazol-1-yl)(((4,4-difluoropiperidin-1-yl)sulfonyl)imino)methyl)-4-(dimethylamino)pyridin-1-ium